(S)-4-(1-acrylamidopiperidin-3-yl)-2-oxoimidazo[4,5-c]pyridine-7-carboxamide C(C=C)(=O)NN1C[C@H](CCC1)C1=NC=C(C=2C1=NC(N2)=O)C(=O)N